acetylphenyl-1-iodoferrocene C(C)(=O)C1=C([C-](C=C1)I)C1=CC=CC=C1.[CH-]1C=CC=C1.[Fe+2]